2-amino-4-(4-methylphenyl)thiophene-3-carboxylic acid ethyl ester C(C)OC(=O)C1=C(SC=C1C1=CC=C(C=C1)C)N